ClC1=CC2=C(N(C(N=C2N2[C@H](CN(CC2)C(C=C)=O)C)=O)C2=C(C=CC=C2)C(C)C)N=C1Cl (P)-6,7-dichloro-4-((2S)-2-methyl-4-(2-propenoyl)-1-piperazinyl)-1-(2-(2-propanyl)phenyl)pyrido[2,3-d]pyrimidin-2(1H)-one